N-(5-bromo-2-chloropyrimidin-4-yl)-5-(isopropylsulfonyl)quinoxalin-6-amine BrC=1C(=NC(=NC1)Cl)NC=1C(=C2N=CC=NC2=CC1)S(=O)(=O)C(C)C